C(C)(=O)C1=CN(C2=CC=C(C=C12)C=1C=NC=2N(C1)N=C(C2)C)CC(=O)N2[C@@H](C[C@H](C2)F)C(=O)NCCCC2=CC=CC=C2 (2S,4R)-1-(2-(3-acetyl-5-(2-methylpyrazolo[1,5-a]pyrimidin-6-yl)-1H-indol-1-yl)acetyl)-4-fluoro-N-(3-phenylpropyl)pyrrolidine-2-carboxamide